N1(N=CC=C1)C=1C=NC2=CC=C(C=C2N1)C(=O)C=1C=C(C=CC1)NC(=O)NC1=CC=C(C=C1)F 1-(3-(3-(1H-pyrazol-1-yl)quinoxaline-6-carbonyl)phenyl)-3-(4-fluorophenyl)urea